tert-Butyl ((4-bromo-5-methoxy-1-methyl-1H-pyrazol-3-yl)methyl)(methyl)carbamate BrC=1C(=NN(C1OC)C)CN(C(OC(C)(C)C)=O)C